5-(2-((7-Ethyl-6-oxo-5,6-dihydro-1,5-naphthyridin-3-yl)methyl)-2,6-diazaspiro[3.4]octane-6-yl)-N-methylpyridineamide C(C)C=1C(NC=2C=C(C=NC2C1)CN1CC2(C1)CN(CC2)C=2C=CC(=NC2)C(=O)NC)=O